Cl.BrC=1C=CC=2N(C1)C(=CN2)\C=N\N(S(=O)(=O)C2=C(C=CC(=C2)[N+](=O)[O-])C)C [(1E)-(6-bromoimidazo[1,2-a]pyridin-3-yl)methylene]-N,2-dimethyl-5-nitrobenzenesulfonohydrazide hydrochloride